FC=1C=C(C=CC1)N1N=C(C=C(C1=O)C(=O)N[C@H](CO)C)C1=CC=C(C=C1)OC(F)(F)F 2-(3-fluorophenyl)-N-[(2S)-1-hydroxypropan-2-yl]-3-oxo-6-[4-(trifluoromethoxy)phenyl]-2,3-dihydropyridazine-4-carboxamide